NC=1C=2N(C3=CC(=C(C=C3N1)F)C(=O)O)C(=NC2)C 4-amino-7-fluoro-1-methylimidazo[1,5-a]quinoxaline-8-carboxylic acid